C(C1=CN=CC=C1)(=O)[O-] (S)-nicotinAt